2-(3-((2S,6R)-2,6-Dimethylmorpholin-4-carbonyl)-5,6-dihydrocyclopenta[c]pyrazol-1(4H)-yl)-1-(4-(o-tolyl)piperazin-1-yl)ethanon C[C@H]1CN(C[C@H](O1)C)C(=O)C=1C2=C(N(N1)CC(=O)N1CCN(CC1)C1=C(C=CC=C1)C)CCC2